6-(4-((R)-1-(4-(((2-((S)-2,6-dioxopiperidin-3-yl)-1-oxoisoindolin-4-yl)oxy)methyl)phenyl)ethyl)piperazin-1-yl)-5-fluoronicotinonitrile hemiformate C(=O)O.O=C1NC(CC[C@@H]1N1C(C2=CC=CC(=C2C1)OCC1=CC=C(C=C1)[C@@H](C)N1CCN(CC1)C1=NC=C(C#N)C=C1F)=O)=O.O=C1NC(CC[C@@H]1N1C(C2=CC=CC(=C2C1)OCC1=CC=C(C=C1)[C@@H](C)N1CCN(CC1)C1=NC=C(C#N)C=C1F)=O)=O